CN1N=C2[C@@H](N(CCC2=C1C1=CC(=NN1C)C(F)(F)F)C(=O)C1=CC(=NC2=CC=C(C=C12)C)C)C (S)-(2,7-dimethyl-3-(1-methyl-3-(trifluoromethyl)-1H-pyrazol-5-yl)-2,4,5,7-tetrahydro-6H-pyrazolo[3,4-c]pyridin-6-yl)(2,6-dimethylquinolin-4-yl)methanone